[Si](C)(C)(C(C)(C)C)OCCOCCC=1SC2=C(N1)C=C(C(=C2)N)C 2-(2-((tert-butyldimethylsilyloxy)ethoxy)ethyl)-5-methylbenzo[d]thiazol-6-amine